4,4'-bis(5-hexylmercapto-2-thienyl)-2,2'-bipyridine C(CCCCC)SC1=CC=C(S1)C1=CC(=NC=C1)C1=NC=CC(=C1)C=1SC(=CC1)SCCCCCC